FC1=C(C=C(C=C1)C(F)(F)F)CNC1CN(C1)C(CC[C@H]1NC(OC1)=O)=O (4R)-4-[3-[3-[[2-Fluoro-5-(trifluoromethyl)phenyl]methylamino]azetidin-1-yl]-3-oxo-propyl]oxazolidin-2-one